CC1=CC=C(C=C1)S(=O)(=O)C=1OC(=CC1)[N+](=O)[O-] 2-[(4-methylphenyl)sulfonyl]-5-nitrofuran